5-{8-fluoro-6-hydroxy-2-[(pyrrolidin-2-yl)methyl]-1,2,3,4-tetrahydroisoquinolin-7-yl}-1λ6,2,5-thiadiazolidine-1,1,3-trione FC=1C(=C(C=C2CCN(CC12)CC1NCCC1)O)N1CC(NS1(=O)=O)=O